(E)-6-(6-ethoxypyridin-3-yl)-N'-((5-methyloxazol-4-yl)methylene)pyrazine-2-carbohydrazide C(C)OC1=CC=C(C=N1)C1=CN=CC(=N1)C(=O)N/N=C/C=1N=COC1C